Br.BrC(CC1CCNC1)C 4-(2-bromopropyl)tetrahydropyrrole hydrobromide